Cyclohexylidene(methoxy)trimethylsilane C1(CCCCC1)=C[Si](C)(C)OC